FC=1C=CC(=C(C1)C(C(=O)OC)CC=C)[N+](=O)[O-] Methyl 2-(5-fluoro-2-nitrophenyl)pent-4-enoate